BrC1=CC(=C(C=C1C)N(C(C#CCC)=O)C1=CC=C2C(=N1)OCC2)OC2CC2 N-(4-bromo-2-cyclopropoxy-5-methylphenyl)-N-{2H,3H-furo[2,3-b]pyridin-6-yl}pent-2-ynamide